C(C)(C)(C)C1CCC(CC1)\C(=C(/C(=O)O)\C1CCC(CC1)C(C)(C)C)\C(=O)O.C(C(=C)C)(=O)OOCC(CNCCC[Si](OCC)(OCC)OCC)O N-(3-methacryloxyoxy-2-hydroxypropyl)-3-aminopropyl-triethoxysilane di(4-tert-butylcyclohexyl)fumarate